C(C)(=O)OC[C@H]1O[C@H]([C@@H](C1)OC(C)=O)N1C2=NC(=NC=C2N(C1=O)CC1=NN(C=C1)C)N ((2S,4R,5R)-4-Acetoxy-5-(2-amino-7-((1-methyl-1H-pyrazol-3-yl)methyl)-8-oxo-7,8-dihydro-9H-purin-9-yl) tetrahydrofuran-2-yl)methyl acetate